COC1=CC=C(COC2=C(C=C(C(=O)OC)C=C2)COC)C=C1 methyl 4-((4-methoxybenzyl)oxy)-3-(methoxymethyl)benzoate